CC1=NC2=C(C=CC=C2C=C1C)F 2,3-dimethyl-8-fluoroquinolin